di-(2-thienyl)-acetylene S1C(=CC=C1)C#CC=1SC=CC1